3-(N-(3-chloro-1H-indol-7-yl)sulfamoyl)-N-(6-((2-(2,6-dioxopiperidin-3-yl)-1,3-dioxoisoindolin-4-yl)amino)hexyl)benzamide ClC1=CNC2=C(C=CC=C12)NS(=O)(=O)C=1C=C(C(=O)NCCCCCCNC2=C3C(N(C(C3=CC=C2)=O)C2C(NC(CC2)=O)=O)=O)C=CC1